N1(CCC1)CC1=C(CNC2=CC(=C(C=C2C)S(=O)(=O)NC2=NC(=CC=C2)F)F)C=CC=C1 4-((2-(azetidin-1-ylmethyl)benzyl)amino)-2-fluoro-N-(6-fluoropyridin-2-yl)-5-methylbenzenesulfonamide